(-)-1-(3-cyano-phenyl)-3-[(3S*,4R*)-4-(2,6-difluoro-4-methoxyphenyl)-2-oxopyrrolidin-3-yl]urea C(#N)C=1C=C(C=CC1)NC(=O)N[C@@H]1C(NC[C@H]1C1=C(C=C(C=C1F)OC)F)=O |o1:12,16|